amino-2,6-naphthyridine NC1=NC=CC2=CN=CC=C12